CS(=O)(=O)OCCOC Methoxyethyl methanesulfonate